S1C(CC1)N1CCCCCCC1 thietanyl-azacyclooctane